SCCSC(CS)CSCCS 2,3-Di((2-mercaptoethyl)thio)-1-propan-thiol